N1CC(C1)C=1C=NC(=NC1)C=1C(=NOC1C1CC1)C1=NN(C2=NC=NC(=C21)N)C(C)(C)C 3-[4-[5-(azetidin-3-yl)pyrimidin-2-yl]-5-cyclopropyl-isoxazol-3-yl]-1-tert-butyl-pyrazolo[3,4-d]pyrimidin-4-amine